C/C(/C(=O)O)=C\C(=O)O 2-methyl-fumaric acid